Benzyl (3-bromopropyl)(methyl)carboxylate BrCCCCC(=O)OCC1=CC=CC=C1